FC(C1=CC=C(CNC2=C3C(N(C(=NC3=CC=C2)C)C2C(NC(CC2)=O)=O)=O)C=C1)(F)F 3-(5-((4-trifluoromethyl-benzyl)-amino)-2-methyl-4-oxoquinazolin-3(4H)-yl)piperidine-2,6-dione